C(CCC)CC(CC(=O)[O-])=O.C(CCC)CC(CC(=O)[O-])=O.C(CCC)CC(CC(=O)[O-])=O.[Al+3] aluminum tris(butylacetoacetate)